C\C(=C/CC1=CC=CC=C1)\CCC=C(C)C (E)-2-(3,7-dimethyloct-2,6-dien-1-yl)benzene